NC=1NC=2NC[C@@H](N(C2C(N1)=O)C)CNC1=CC=C(C(=O)N[C@@H](CCC(=O)O)C(=O)O)C=C1 (6S)-N-[4-[[(2-amino-1,4,5,6,7,8-hexahydro-4-oxo-5-methyl-6-pteridinyl)methyl]amino]benzoyl]-L-glutamic acid